CC1=C(C=CC(=C1)C)N(C1=CC=CC=C1)C1C(CCCC1)OC [(2,4-dimethyl)-phenyl]-(2-methoxycyclohexyl)-phenyl-amine